6-morpholino-4-(piperidin-1-yl)pyridin-3-amine tri-hydrochloride Cl.Cl.Cl.O1CCN(CC1)C1=CC(=C(C=N1)N)N1CCCCC1